O=C1C=C(N=C2N1C=CC=C2)C(=O)NCC2=CC=C1C=C(NC1=C2)CNCC2CC21CC1 4-oxo-N-[(2-{[({spiro[2.2]pentan-1-yl}methyl)amino]methyl}-1H-indol-6-yl)methyl]-4H-pyrido[1,2-a]pyrimidine-2-carboxamide